1,2,3,4-tetramethyl-1,4-dihydropyrimidine CN1C(N(C(C=C1)C)C)C